(2S,5R)-5-(2,4-dioxo-3H-pyrimidin-1-yl)tetrahydrofuran-2-carbaldehyde O=C1N(C=CC(N1)=O)[C@H]1CC[C@H](O1)C=O